Dimethyl [2-oxo-2-(1-phenylcyclopropyl)ethyl]phosphonate O=C(CP(OC)(OC)=O)C1(CC1)C1=CC=CC=C1